tri-t-butoxy-bis(ethoxyacetoacetyl)zirconium C(C)(C)(C)O[Zr](C(CC(=O)COCC)=O)(C(CC(=O)COCC)=O)(OC(C)(C)C)OC(C)(C)C